1-(4-bromo-5-methyl-1-(tetrahydro-2H-pyran-2-yl)-1H-pyrazol-3-yl)prop-2-en-1-ol BrC=1C(=NN(C1C)C1OCCCC1)C(C=C)O